3-({1-[(4-fluorophenyl)methyl]-1,2,3-triazacyclopentan-4-yl}methyl)-8-hydroxy-1,2,3,4-tetrahydroquinazoline-2,4-dione FC1=CC=C(C=C1)CN1NNC(C1)CN1C(NC2=C(C=CC=C2C1=O)O)=O